N-(5-(3-chloro-5-cyanobenzyl)pyridin-2-yl)-1-methyl-6-oxo-1,4,5,6-tetrahydropyridazine-3-carboxamide ClC=1C=C(CC=2C=CC(=NC2)NC(=O)C2=NN(C(CC2)=O)C)C=C(C1)C#N